3-(2-(2,4-dichlorophenyl)-5-isopropyloxazol-4-yl)-1-(4-((2-hydroxyethyl)thio)-3-methylphenyl)propan-1-one ClC1=C(C=CC(=C1)Cl)C=1OC(=C(N1)CCC(=O)C1=CC(=C(C=C1)SCCO)C)C(C)C